(S)-4-((2-(3-fluoroazetidin-1-yl)-1-phenylethyl)amino)-5-chloro-N-(2,4-dimethoxybenzyl)-2-fluoro-4-((1-phenylcyclopropyl)amino)-N-(thiazol-2-yl)benzenesulfonamide FC1CN(C1)CC(C1=CC=CC=C1)N[C@@]1(CC(=C(C=C1Cl)S(=O)(=O)N(C=1SC=CN1)CC1=C(C=C(C=C1)OC)OC)F)NC1(CC1)C1=CC=CC=C1